2-(4-cyclobutylphenyl)-9-diazo-8-oxo-2,3,4,5a,6,7,8,9-octahydro-5H-1,2,5,7-tetraazabenzo[cd]azulene-5-carboxylate C1(CCC1)C1=CC=C(C=C1)N1N=C2C(C(NCC3C2=C1CCN3C(=O)[O-])=O)=[N+]=[N-]